diallyl-di(β-ethoxyethyl)ammonium chloride [Cl-].C(C=C)[N+](CCOCC)(CCOCC)CC=C